N[C@@H]1CC[C@H](CC1)NC=1C=2N(N=CC1C(N)=NC1=C(C=CC(=C1)F)Cl)C=C(C2)C2=C(C=C(C=C2)OC)C 4-[(trans-4-aminocyclohexyl)amino]-N'-(2-chloro-5-fluorophenyl)-6-(4-methoxy-2-methylphenyl)pyrrolo[1,2-b]pyridazine-3-carboximidamide